The molecule is a tricyclic diterpenoid isolated from the stem bark of Fraxinus sieboldiana. It has a role as a plant metabolite. It is a cyclic terpene ketone, a member of phenols and a tricyclic diterpenoid. CC(C)C1=C(C=C2C(=C1)CC[C@@H]3C2=CC(=O)CC3(C)C)O